{8-[(4-Nitrophenyl)sulfonyl]-3,8-diazabicyclo[3.2.1]oct-3-yl}(1H-1,2,3-triazol-5-yl)methanone [N+](=O)([O-])C1=CC=C(C=C1)S(=O)(=O)N1C2CN(CC1CC2)C(=O)C2=CN=NN2